1-(2-(2-hydroxyethoxy)ethyl)-1H-pyrazole-3-carboxamide OCCOCCN1N=C(C=C1)C(=O)N